C1(=CC=CC=C1)S(=O)(=O)O.C1(=CC=CC=C1)S(=O)(=O)O phenyl-sulfonate (benzenesulfonate)